C(C)N1C(CC[C@@]2(C3C(CC=C12)C1CC[C@@H]([C@]1(C[C@]3(C)O)C)C(C)(C)O)C)=O (4aR,5S,6aS,7S)-1-ethyl-5-hydroxy-7-(2-hydroxypropan-2-yl)-4a,5,6a-trimethyl-1,3,4,4a,4b,5,6,6a,7,8,9,9a,9b,10-tetradecahydro-2H-indeno-[5,4-f]quinolin-2-one